Cl.ClC1=CC2=C([C@@H](CO2)N)C=C1 (S)-6-chloro-2,3-dihydrobenzofuran-3-amine hydrogen chloride